(2-fluoro-4-((R)-2-hydroxy-3-(1H-tetrazol-1-yl)propoxy)phenyl)((R)-3-(4-fluorophenyl)pyrrolidin-1-yl)methanone FC1=C(C=CC(=C1)OC[C@@H](CN1N=NN=C1)O)C(=O)N1C[C@H](CC1)C1=CC=C(C=C1)F